methyl (3S)-1-(3-(5-bromo-3,6-dihydropyridin-1(2H)-yl)-2-((tert-butoxycarbonyl)amino)propanoyl)hexahydropyridazine-3-carboxylate BrC1=CCCN(C1)CC(C(=O)N1N[C@@H](CCC1)C(=O)OC)NC(=O)OC(C)(C)C